NC1CCC(CC1)NC1=NC=CC(=N1)C=1C=NC=CC1OC1=C(C=C(C=C1)NS(=O)(=O)C1=CC=CC2=CC=CC=C12)F N-[4-[[3-[2-[(1r,4r)-(4-Aminocyclohexyl)amino]pyrimidin-4-yl]-4-pyridyl]oxy]-3-fluorophenyl]naphthalene-1-sulfonamide